C(C)(=O)N1CCC(CC1)C1=NN(C=2C=CC=C(C12)C1=C(C=C2C=NN(C2=C1)C)OC)CC(=O)NCC(=O)NCC(=O)O (2-{2-[3-(1-acetylpiperidin-4-yl)-5'-methoxy-1'-methyl-[4,6'-biindazol]-1-yl]acetamido}acetamido)acetic acid